FC(F)C=1C(NC=CC1)=O (difluoromethyl)pyridin-2-one